2-Amino-5-(2-sulfoethoxy)benzenesulfonic acid NC1=C(C=C(C=C1)OCCS(=O)(=O)O)S(=O)(=O)O